N-(3-(2-(2-Aminopyridin-3-yl)-3-(4-((4-((2-cyanopyrimidin-4-yl)amino)piperidin-1-yl)methyl)phenyl)-3H-imidazo[4,5-b]pyridin-5-yl)phenyl)acetamide NC1=NC=CC=C1C1=NC=2C(=NC(=CC2)C=2C=C(C=CC2)NC(C)=O)N1C1=CC=C(C=C1)CN1CCC(CC1)NC1=NC(=NC=C1)C#N